C(#N)[C@H]1N(CCC1)C(CN1C[C@H](CC1)NC(=O)C1=COC2=C1C=CC(=C2)OC)=O N-((S)-1-(2-((S)-2-Cyanopyrrolidin-1-yl)-2-oxoethyl)pyrrolidin-3-yl)-6-methoxybenzofuran-3-carboxamid